(3,4-dichloro-5-fluoro-1H-indol-2-yl)(4-((2R,4S)-4-fluoro-1-methylpyrrolidine-2-carbonyl)piperazin-1-yl)methanone ClC1=C(NC2=CC=C(C(=C12)Cl)F)C(=O)N1CCN(CC1)C(=O)[C@@H]1N(C[C@H](C1)F)C